(2-chloro-4-fluorophenyl)(((7-(5-(chlorodifluoromethyl)-1,2,4-oxadiazol-3-yl)imidazo[1,2-a]pyridin-2-yl)methyl)imino)(methyl)-λ6-sulfanone ClC1=C(C=CC(=C1)F)S(=O)(C)=NCC=1N=C2N(C=CC(=C2)C2=NOC(=N2)C(F)(F)Cl)C1